Benzoquinonyl Sulfide C1(C(=CC(C=C1)=O)SC=1C(C=CC(C1)=O)=O)=O